(2S,4R)-1-(5-cyclopropyloxy-2-nitro-4-((triisopropylsilyl)oxy)benzoyl)-4-hydroxypyrrolidine-2-carboxylic acid methyl ester COC(=O)[C@H]1N(C[C@@H](C1)O)C(C1=C(C=C(C(=C1)OC1CC1)O[Si](C(C)C)(C(C)C)C(C)C)[N+](=O)[O-])=O